C(C)OC(=O)C=1OC2=C(C1C)C=C(C=C2)S(=O)(=O)Cl 5-(chlorosulfonyl)-3-methyl-1-benzofuran-2-carboxylic acid ethyl ester